COC(C1=C(N=CC(=C1)B1OC(C(O1)(C)C)(C)C)N)=O 2-Amino-5-(4,4,5,5-tetramethyl-1,3,2-dioxaborolan-2-yl)nicotinic acid methyl ester